C(=O)(OC(C)(C)C)N1C[C@@H](CC1)O Boc-(R)-3-hydroxypyrrolidine